hydroxycarboxylic acid, phosphate salt P(=O)(O)(O)O.OC(=O)O